C(#N)C1=CC=C(C=C1)[C@@H]1COC2=C(O1)C=CC=C2C21CCN(CC1C2)CC2=NC1=C(N2C[C@H]2OCC2)C=C(C=C1)C(=O)O 2-({6-[(2R)-2-(4-cyanophenyl)-2,3-dihydro-1,4-benzodioxin-5-yl]-3-azabicyclo[4.1.0]heptan-3-yl}methyl)-1-{[(2S)-oxetan-2-yl]methyl}-1H-1,3-benzodiazole-6-carboxylic acid